6-(1-pyrrolidinyl)pyridin-3-ylboronic acid N1(CCCC1)C1=CC=C(C=N1)B(O)O